ClC=1C=C(C(=NC1)NC(=O)C12CC(C1)(C2)C(F)(F)F)C(=O)N[C@@H](CCC(C)(F)F)C(C(=O)NC)=O 5-chloro-N-[(1S)-4,4-difluoro-1-[2-(methylamino)-2-oxo-acetyl]pentyl]-2-[[3-(trifluoromethyl)bicyclo[1.1.1]pentane-1-carbonyl]amino]pyridine-3-carboxamide